(S)-2-((5-(2-(6-((3-(dimethylamino)-3-oxopropyl)(methyl)amino)-2-methylhexan-3-yl)-2,6-diazaspiro[3.4]octan-6-yl)-1,2,4-triazin-6-yl)oxy)-5-fluoro-N,N-diisopropylbenzamide CN(C(CCN(CCC[C@@H](C(C)C)N1CC2(C1)CN(CC2)C=2N=CN=NC2OC2=C(C(=O)N(C(C)C)C(C)C)C=C(C=C2)F)C)=O)C